2-phenyl-3-(4-trifluoromethylbenzoyloxy)-4H-pyrido[1,2-a]pyrimidin-4-one C1(=CC=CC=C1)C=1N=C2N(C(C1OC(C1=CC=C(C=C1)C(F)(F)F)=O)=O)C=CC=C2